methanetrisulfonate C(S(=O)(=O)[O-])(S(=O)(=O)[O-])S(=O)(=O)[O-]